C(C)(C)C1CN(C(O1)=O)C=1C=C(C2=C(N=C(N=C2)S(=O)(=O)C)N1)C#C[Si](C(C)C)(C(C)C)C(C)C 5-Isopropyl-3-{2-methanesulfonyl-5-[2-(triisopropylsilyl)ethynyl]pyrido[2,3-d]pyrimidin-7-yl}-1,3-oxazolidin-2-one